1-((2S,3S,4R)-3,4-dihydroxy-1-{[(1S,2R,3S,4S,5R)-2,3,4-trihydroxy-5-(Methoxymethyl)cyclohexyl]oxy}octadecane-2-yl)-3-tetracosylurea O[C@@H]([C@H](CO[C@@H]1[C@@H]([C@H]([C@H]([C@H](C1)COC)O)O)O)NC(=O)NCCCCCCCCCCCCCCCCCCCCCCCC)[C@@H](CCCCCCCCCCCCCC)O